CC=1N=C(SC1C)NC(=O)C1=C(C=CC=C1)NC(CCC(=O)O)=O 4-((2-((4,5-dimethylthiazol-2-yl)carbamoyl)phenyl)amino)-4-oxobutanoic acid